ClC1=NC=C(C(=C1)C1=C(C=NC(=C1)C)C(=O)NC=1SC(=NN1)C1CC(C1)(F)F)OC 2'-chloro-N-(5-(3,3-difluorocyclobutyl)-1,3,4-thiadiazol-2-yl)-5'-methoxy-6-methyl-(4,4'-bipyridine)-3-carboxamide